NCC=1C=C(C(=O)N[C@H](C(=O)N2[C@@H](CC(C2)(F)F)C#N)C)C=CN1 2-(aminomethyl)-N-((S)-1-((S)-2-cyano-4,4-difluoropyrrolidin-1-yl)-1-oxoprop-2-yl)isonicotinamide